(2S,3R)-2-(2-Chloro-5-fluoro-3-methylphenyl)-1-{2-[3-cyclopropyl-5-(trifluoromethyl)-1H-pyrazol-1-yl]acetyl}-N-(pyrazin-2-yl)pyrrolidine-3-carboxamide ClC1=C(C=C(C=C1C)F)[C@H]1N(CC[C@H]1C(=O)NC1=NC=CN=C1)C(CN1N=C(C=C1C(F)(F)F)C1CC1)=O